ethyl (2-cyano-2-(2-(3,5-dichloro-4-((1-oxo-2,3,4,5-tetrahydro-1H-benzo[c]azepin-7-yl)oxy)phenyl)hydrazono)acetyl)carbamate C(#N)C(C(=O)NC(OCC)=O)=NNC1=CC(=C(C(=C1)Cl)OC1=CC2=C(C(NCCC2)=O)C=C1)Cl